5-bromo-2-chloro-N-(2-cyclopropylsulfonylphenyl)pyrimidin-4-amine BrC=1C(=NC(=NC1)Cl)NC1=C(C=CC=C1)S(=O)(=O)C1CC1